ClCC1=NC=C(C=C1)N1N=CC=N1 2-(chloromethyl)-5-(2H-1,2,3-triazol-2-yl)pyridine